(3S,4S)-tert-butyl 3-((6-(6-(tert-butyl)imidazo[1,2-a]pyrazin-3-yl)-4-fluoropyridin-2-yl)amino)-4-fluoropyrrolidine-1-carboxylate C(C)(C)(C)C=1N=CC=2N(C1)C(=CN2)C2=CC(=CC(=N2)N[C@H]2CN(C[C@@H]2F)C(=O)OC(C)(C)C)F